O\N=C(\C1=CC(=C(C=C1)OC1=C(C=CC=C1)C(F)(F)F)C(F)(F)F)/N (Z)-N'-hydroxy-3-(trifluoromethyl)-4-(2-(trifluoromethyl)phenoxy)benzimidamide